OC1CC(C(CC1)C(=O)OC)(C)C methyl 4-hydroxy-2,2-dimethylcyclohexane-1-carboxylate